Cl.CC1=NN=C(S1)C=1C=C(C=CC1)[C@@H](C)N (1R)-1-[3-(5-Methyl-1,3,4-thiadiazol-2-yl)phenyl]ethanamine Hydrochloride Salt